(3,4-epoxycyclohexyl)butyl-triethoxysilane C1(CC2C(CC1)O2)CCCC[Si](OCC)(OCC)OCC